C=C(C)C1C=CC(C1)=O 4-(prop-1-en-2-yl)cyclopent-2-en-1-one